Cl.NCCCNC(=O)C=1C=NN2C1N=C(C=C2)N2[C@H](CCC2)C2=C(C=CC(=C2)F)F N-(3-aminopropyl)-5-[(2R)-2-(2,5-difluorophenyl)pyrrolidin-1-yl]pyrazolo[1,5-a]pyrimidine-3-carboxamide hydrochloride